C1=CC(=CC=C1/C=C/C(=O)NCCCCNCCCNC(=O)/C=C/C2=CC=C(C=C2)O)O The molecule is a secondary amino compound that is spermidine in which each of the primary amino groups has been mono-acylated by formal condensation with trans-coumaric acid. It has a role as a plant metabolite. It is an enamide, a polyphenol, a secondary amino compound and a secondary carboxamide. It derives from a spermidine and a trans-4-coumaric acid. It is a conjugate base of a N(1),N(8)-bis(coumaroyl)spermidine(1+).